NCCS(=O)(=O)O.O=C(O)CN(C)C(N)=N creatine taurinate